di(4-bromophenyl)dimethylsilane BrC1=CC=C(C=C1)[Si](C)(C)C1=CC=C(C=C1)Br